2-Methoxyformanilide COC1=CC=CC=C1NC=O